methoxyiridium(I) CO[Ir]